C(C)(C)(C)OC(=O)N(CCCC(=O)O)CC=O 4-((Tert-Butoxycarbonyl)(2-oxoethyl)amino)butanoic acid